BrC1=CC(=C(C=C1)N1CCSCC1)CN1CCC(CC1)OC 4-(4-bromo-2-((4-methoxypiperidin-1-yl)methyl)phenyl)thiomorpholine